CN(C1(CCC2(CN(C(N2)=O)C=2C=NC(=CC2)N2CCNCC2)CC1)C1=CC=CC=C1)C 8-(dimethylamino)-8-phenyl-3-(6-(piperazin-1-yl)pyridin-3-yl)-1,3-diazaspiro[4.5]decan-2-one